C1(CCCC1)NC1=NC(=NC=C1C(=O)N)NC1CCC(CC1)OC 4-(cyclopentylamino)-2-((1r,4r)-4-methoxycyclohexylamino)pyrimidine-5-carboxamide